1-dodecyl-3-ethylpyrrolium methanesulfonate CS(=O)(=O)[O-].C(CCCCCCCCCCC)[NH+]1C=C(C=C1)CC